4-cyano-3-[(4-cyano-2-methyl-benzoyl)amino]-N-[2,6-dichloro-4-[1,2,2,3,3,3-hexafluoro-1-(trifluoromethyl)propyl]phenyl]-2-fluoro-benzamide C(#N)C1=C(C(=C(C(=O)NC2=C(C=C(C=C2Cl)C(C(C(F)(F)F)(F)F)(C(F)(F)F)F)Cl)C=C1)F)NC(C1=C(C=C(C=C1)C#N)C)=O